(R)-N-(cyclobutylmethyl)-1-(4-((5-(5-methoxypyridin-3-yl)-2H-tetrazol-2-yl)methyl)phenyl)piperidin-3-amine C1(CCC1)CN[C@H]1CN(CCC1)C1=CC=C(C=C1)CN1N=C(N=N1)C=1C=NC=C(C1)OC